bis(2,4,6-trimethylbenzoyl) phenylphosphite C1(=CC=CC=C1)P(OC(C1=C(C=C(C=C1C)C)C)=O)(OC(C1=C(C=C(C=C1C)C)C)=O)[O-]